ethyl 4-(3-hydroxy-1-(pyridin-2-yl) propyl)-6-methyl-7-oxo-6,7-dihydro-1H-pyrrolo[2,3-c]pyridine-2-carboxylate OCCC(C1=NC=CC=C1)C=1C2=C(C(N(C1)C)=O)NC(=C2)C(=O)OCC